C(#N)C=1C(=C(C=CC1C1=NC=CC=N1)NC(C)=O)F N-(3-cyano-2-fluoro-4-(pyrimidin-2-yl)phenyl)acetamide